CC1(OB(OC1(C)C)C=1C=CC2=C(N(C=N2)C=2C=C(C=CC2)NS(=O)(=O)CCC)C1)C N-(3-(6-(4,4,5,5-tetramethyl-1,3,2-dioxaborolan-2-yl)-1H-benzo[d]imidazol-1-yl)phenyl)propane-1-sulfonamide